4,6-dimethoxy-N-(7-(trifluoromethyl)-4,5-dihydronaphtho[1,2-d]thiazol-2-yl)pyrimidine-5-carboxamide COC1=NC=NC(=C1C(=O)NC=1SC2=C(N1)C1=CC=C(C=C1CC2)C(F)(F)F)OC